FC=1C=C(C=CC1CO)NC(=O)[C@H](C)NC(OC(C)(C)C)=O tert-butyl N-[(1S)-1-{[3-fluoro-4-(hydroxymethyl)phenyl]carbamoyl}ethyl]carbamate